diethyl (((3-((4-((2-amino-3-chloropyridin-4-yl)oxy)-3-fluorophenyl)carbamoyl)-1-(4-fluorophenyl)-2-oxo-1,2-dihydropyridin-4-yl)oxy)methyl)phosphonate NC1=NC=CC(=C1Cl)OC1=C(C=C(C=C1)NC(=O)C=1C(N(C=CC1OCP(OCC)(OCC)=O)C1=CC=C(C=C1)F)=O)F